N1=C(C=CC=C1)C1=CC=C2C=CC(=NC2=C1)N 7-(pyridin-2-yl)quinolin-2-amine